Oxosulfane O=S